[2-[3-ethylsulfonyl-5-[3-(trifluoromethyl)pyrazol-1-yl]-2-pyridyl]-1,3-benzoxazol-5-yl]-imino-oxo-(trifluoromethyl)-λ6-sulfane C(C)S(=O)(=O)C=1C(=NC=C(C1)N1N=C(C=C1)C(F)(F)F)C=1OC2=C(N1)C=C(C=C2)S(C(F)(F)F)(=O)=N